C(CC)N(S(=O)(=O)C1=CC=C(C(=O)O)C=C1)CCC(=O)O p-(N-propyl-N-2-carboxyethylsulfamoyl)benzoic acid